N-ethyl-N-isopropyl-1-naphthalenamine C(C)N(C1=CC=CC2=CC=CC=C12)C(C)C